2,2,4,4-tetramethyl-7-oxo-3,20-diaza-dispiro[5.1.11.2]-heneicosane-21-one CC1(CC2(CC(N1)(C)C)C(C1(CCCCCCCCCCC1)NC2=O)=O)C